2-[4-[(methylamino)methyl]-3-(trifluoromethyl)phenyl]-2H-indazole-7-carboxamide CNCC1=C(C=C(C=C1)N1N=C2C(=CC=CC2=C1)C(=O)N)C(F)(F)F